4-(1H-imidazol-1-yl)-N-(3-methyltetrahydro-2H-pyran-3-yl)picolinamide N1(C=NC=C1)C1=CC(=NC=C1)C(=O)NC1(COCCC1)C